3-(3,4-dimethylphenyl)-2-(3,4,5-tris(benzyloxy)phenyl)-2,5-dihydrofuran-2-carboxylic acid CC=1C=C(C=CC1C)C=1C(OCC1)(C(=O)O)C1=CC(=C(C(=C1)OCC1=CC=CC=C1)OCC1=CC=CC=C1)OCC1=CC=CC=C1